Cl.N[C@@H]([C@@H](O)C)C(=O)OCC1=CC(=NC(=C1)Cl)Cl (2,6-Dichloropyridin-4-yl)methyl L-allothreoninate hydrochloride